Ethyl 4-((2-(1-(3-fluoro-4-hydroxyphenyl)-1H-1,2,3-triazol-4-yl)quinolin-6-yl)oxy)butanoate FC=1C=C(C=CC1O)N1N=NC(=C1)C1=NC2=CC=C(C=C2C=C1)OCCCC(=O)OCC